4-((2'S,3S,4'S,5'R)-1-(4-(1H-tetrazol-5-yl)benzyl)-5-chloro-4'-(2,3-dichlorophenyl)-2'-neopentyl-spiro[indoline-3,3'-pyrrolidine]-5'-carboxamido)-3-methoxybenzoic acid N1N=NN=C1C1=CC=C(CN2C[C@@]3([C@@H](N[C@H]([C@@H]3C3=C(C(=CC=C3)Cl)Cl)C(=O)NC3=C(C=C(C(=O)O)C=C3)OC)CC(C)(C)C)C3=CC(=CC=C23)Cl)C=C1